C1CCN2CCCC(C12)O (-)-perhydro-8-indolizinol